1-(4-(N,N-bis(4-methoxybenzyl)sulfamoyl)-3-fluorobenzyl)-2-(cyclopropylmethyl)-5-(4-fluorophenyl)-1H-pyrrole-3-carboxylic acid COC1=CC=C(CN(S(=O)(=O)C2=C(C=C(CN3C(=C(C=C3C3=CC=C(C=C3)F)C(=O)O)CC3CC3)C=C2)F)CC2=CC=C(C=C2)OC)C=C1